1,1,1-trichloro-2,2-bis(4-chlorophenyl)-ethane ClC(C(C1=CC=C(C=C1)Cl)C1=CC=C(C=C1)Cl)(Cl)Cl